4-[4-[2-(dimethylamino)ethyl-methyl-amino]anilino]-2-methylsulfanyl-pyrimidine-5-carbaldehyde CN(CCN(C1=CC=C(NC2=NC(=NC=C2C=O)SC)C=C1)C)C